(S)-2-(4-cyclopropyl-6-methoxypyrimidin-5-yl)-4-(4-(1-ethyl-4-(trifluoromethyl)-1H-imidazol-2-yl)-3-fluorobenzyl)-6-methyl-6,7-dihydro-[1,2,4]triazolo[1,5-a]pyrimidin C1(CC1)C1=NC=NC(=C1C1=NN2C(N(C[C@@H](C2)C)CC2=CC(=C(C=C2)C=2N(C=C(N2)C(F)(F)F)CC)F)=N1)OC